ClC1=C(C#N)C(=CC=N1)NCC1CC1 2-Chloro-4-((cyclopropylmethyl)amino)nicotinonitrile